C(C)N(C(=O)C1=CN=C(N1C)C=O)C=1C=NC=CC1 N-ethyl-2-formyl-1-methyl-N-(pyridin-3-yl)-1H-imidazole-5-carboxamide